C=1(C(=CC=C2C=CC=CC12)O)C1=CC=CC2=CC=CC=C12 (+-)-binaphthol